CC(CCN)N Methyl-propane-1,3-diamine